FC=1C(=CC(=NC1)OC)C1=CC(=NN1)C(=O)N1C2(CC2)CC(CC1)C(=O)N[C@H]1CN(CC1)C1=C(C=CC=C1)F 4-[5-(5-fluoro-2-methoxypyridin-4-yl)-1H-pyrazole-3-carbonyl]-N-[(R)-1-(2-fluorophenyl)pyrrolidin-3-yl]-4-azaspiro[2.5]octane-7-carboxamide